NC1(CC1)C=1NC(=NN1)C1CC2(CN(C2)C(=O)N2CC3(C2)CC(C3)CC=3C=CC(=C(C#N)C3)C(F)(F)F)C1 5-[[2-[6-[5-(1-aminocyclopropyl)-4H-1,2,4-triazol-3-yl]-2-azaspiro[3.3]heptane-2-carbonyl]-2-azaspiro[3.3]heptan-6-yl]methyl]-2-(trifluoromethyl)benzonitrile